FC1=C(CN2C(N(C(C3=CC=C(C=C23)C(=O)NCC2=C(C=C(C=C2F)F)F)C)C)=O)C=CC(=C1)OC 1-(2-fluoro-4-methoxybenzyl)-3,4-dimethyl-2-oxo-N-(2,4,6-trifluorobenzyl)-1,2,3,4-tetrahydro-quinazoline-7-carboxamide